1-beta-hydroxyethylamino-3-methyl-nitrobenzene OCCNC1=C(C(=CC=C1)C)[N+](=O)[O-]